1-(6-fluoro-4-phenyl-3,4-dihydroquinoxaline-1(2H)-yl)-3-(pyrrolidin-1-yl)propan-1-one FC=1C=C2N(CCN(C2=CC1)C(CCN1CCCC1)=O)C1=CC=CC=C1